1-(4-bromo-2-(trifluoromethyl)phenyl)-N,N-dimethylmethylamine BrC1=CC(=C(C=C1)CN(C)C)C(F)(F)F